ClCC=CC(ON=C(C(C)C)C=1C(CC(CC1O)S(NC1C(C1)C)(=O)=O)=O)COC1=CC=C(C=C1)[N+](=O)[O-] {1-[4-chloro-1-(4-nitro-phenoxymethyl)-but-2-enyloxyimino]-2-methylpropyl}-3-hydroxy-5-(2-methyl-cyclopropylsulfamoyl)-cyclohex-2-enone